(S)-4-(6-cyclopropyl-7-(3-fluoro-2-methoxyphenyl)-1-(2-isopropyl-4-methylpyridine-3-yl)-2-oxo-1,2-dihydropyrido[2,3-d]pyrimidin-4-yl)-3-methylpiperazine-1-carboxylate C1(CC1)C1=CC2=C(N(C(N=C2N2[C@H](CN(CC2)C(=O)[O-])C)=O)C=2C(=NC=CC2C)C(C)C)N=C1C1=C(C(=CC=C1)F)OC